(2S)-N-[2-[[2-methyl-6-[[5-(4-pyridyl)thiazol-2-yl]amino]pyrimidin-4-yl]amino]ethyl]pyrrolidine-2-carboxamide CC1=NC(=CC(=N1)NCCNC(=O)[C@H]1NCCC1)NC=1SC(=CN1)C1=CC=NC=C1